FC=1C=C(C(=O)NC=2N=C(N(C2)CC(=O)NCC2=CC=C(C=C2)OC)CC2=CC=NC=C2)C=C(C1)C(F)(F)F 3-fluoro-N-(1-(2-((4-methoxybenzyl)amino)-2-oxoethyl)-2-(pyridin-4-ylmethyl)-1H-imidazol-4-yl)-5-(trifluoromethyl)benzamide